6-bromo-2-chloro-3-propylquinazolin-4(3H)-one BrC=1C=C2C(N(C(=NC2=CC1)Cl)CCC)=O